6-fluoro-N-methyl-5-(8-((3-methyl-2,4-dioxo-1,2,3,4-tetrahydrothieno[3,2-d]pyrimidin-6-yl)methyl)-3,8-diazabicyclo[3.2.1]octan-3-yl)picolinamide FC1=C(C=CC(=N1)C(=O)NC)N1CC2CCC(C1)N2CC2=CC=1NC(N(C(C1S2)=O)C)=O